[phenyl(phenylpyridinyl)triazinyl](phenyldibenzothiophenyl)pyridine C1(=CC=CC=C1)C1=C(C(=NN=N1)C=1C(=NC=CC1)C1=C(C=CC=2SC3=C(C21)C=CC=C3)C3=CC=CC=C3)C3=NC=CC=C3C3=CC=CC=C3